2-((5,6-dimethyl-6H-pyrido[4,3-b]carbazol-7-yl)oxy)-N,N-dimethylethanamine CC1=C2C(=CC=3C=4C=CC=C(C4N(C13)C)OCCN(C)C)C=NC=C2